CC1(C(C(=CCC1)C)CC=C(C)C)C(=O)O 1,3-dimethyl-2-(3-methyl-2-butenyl)-3-cyclohexen-1-yl-carboxylic acid